4-amino-1-(4-chlorobenzyl)-6-(3,5-dimethylisoxazol-4-yl)-1H-benzo[d]imidazol-2(3H)-one NC1=CC(=CC=2N(C(NC21)=O)CC2=CC=C(C=C2)Cl)C=2C(=NOC2C)C